pyrimidinone C1=CNC(=O)N=C1